BrC1=CN=C(C2=CC=CC=C12)OCC1=CC=C(C=C1)OC 4-bromo-1-((4-methoxybenzyl)oxy)isoquinoline